4-(difluoromethyl)-N-(4-hydroxy-3-(methylsulfonyl)phenyl)benzamide FC(C1=CC=C(C(=O)NC2=CC(=C(C=C2)O)S(=O)(=O)C)C=C1)F